C(#N)[C@@H]1C[C@@]2(CN1C([C@H](CC1CC1)NC([C@H](C1(CC1)F)NC(C(F)(F)F)=O)=O)=O)C(NC1=CC=CC=C12)=O N-((R)-2-(((S)-1-((3R,5'S)-5'-cyano-2-oxospiro[indoline-3,3'-pyrrolidine]-1'-yl)-3-cyclopropyl-1-oxopropan-2-yl)amino)-1-(1-fluorocyclopropyl)-2-oxoethyl)-2,2,2-triFluoroacetamide